tert-Butyl (1R,5S)-3-((R or S)-2-(3-(azetidin-1-yl)propoxy)-6-chloro-8-fluoro-7-(3-hydroxynaphthalen-1-yl)quinazolin-4-yl)-3,8-diazabicyclo[3.2.1]octane-8-carboxylate N1(CCC1)CCCOC1=NC2=C(C(=C(C=C2C(=N1)N1C[C@H]2CC[C@@H](C1)N2C(=O)OC(C)(C)C)Cl)C2=CC(=CC1=CC=CC=C21)O)F